C1(CC1)NCC(C(=O)O)C 3-(CYCLOPROPYLAMINO)-2-METHYLPROPANOIC ACID